(R)-2-((2-ethyl-4-(hexahydropyrrolo[1,2-a]pyrazin-2(1H)-yl)phenyl)amino)-4-((3-(2-oxo-1,3-oxazinan-3-yl)propyl)amino)pyrimidine-5-carbonitrile C(C)C1=C(C=CC(=C1)N1C[C@@H]2N(CC1)CCC2)NC2=NC=C(C(=N2)NCCCN2C(OCCC2)=O)C#N